9-chloro-8-(4-cyclopropylpiperazin-1-yl)-3-ethynyl-6,6-dimethyl-5,6-dihydro-11H-Benzo[b]carbazol-11-one ClC1=CC2=C(C(C=3NC4=CC(=CC=C4C3C2=O)C#C)(C)C)C=C1N1CCN(CC1)C1CC1